C(C)(=O)OC\C=C(\CCC=C(C)C)/C (2E)-3,7-dimethyl-2,6-octadien-1-ol 1-acetate